C(C)OC(=O)C1=C(C=CC2=C1NC(=N2)Cl)F 2-Chloro-6-fluoro-1H-benzo[d]imidazole-7-carboxylic acid ethyl ester